(R)-4-amino-N-(1,1-dimethyl-7-(trifluoromethyl)isochroman-4-yl)-7-fluoro-N-methylimidazo[1,5-a]quinoxaline-8-carboxamide NC=1C=2N(C3=CC(=C(C=C3N1)F)C(=O)N(C)[C@H]1COC(C3=CC(=CC=C13)C(F)(F)F)(C)C)C=NC2